4-fluoro-3-(2-hydroxy-propan-2-yl)-1H-pyridin-2-one FC1=C(C(NC=C1)=O)C(C)(C)O